((benzyloxy)methyl)-1-(dimethylcarbamoyl)cyclopropanecarboxylic acid ethyl ester C(C)OC(=O)C1(C(C1)COCC1=CC=CC=C1)C(N(C)C)=O